O[C@@H](C)C1CCC(CC1)N1C=C2C(C=C1N1C=NC=C1)=CCS2 N-((1S,4r)-4-((S)-1-hydroxyethyl)cyclohexyl)-5-(1H-imidazol-1-yl)thieno[2,3-c]pyridine